CC=1C=NC=C(C1OC1=CC2=CN(N=C2C=C1C=1C2=C(C(N(C1)C)=O)NC(=C2)C(=O)NCC)CC(C)(C)F)C 4-(5-((3,5-dimethylpyridin-4-yl)oxy)-2-(2-fluoro-2-methylpropyl)-2H-indazol-6-yl)-N-ethyl-6-methyl-7-oxo-6,7-dihydro-1H-pyrrolo[2,3-c]pyridine-2-carboxamide